(3-{3-Chloro-7H-pyrrolo[2,3-c]pyridazin-7-yl}propyl)dimethylamine ClC1=CC2=C(N=N1)N(C=C2)CCCN(C)C